ClC1=CC(=C(C=C1C#N)NS(=O)(=O)C=1C=C(C(=O)O)C=CC1C1CC1)OC1C(CCC1)(F)F 3-(N-(4-chloro-5-cyano-2-((2,2-difluorocyclopentyl)oxy)phenyl)sulfamoyl)-4-cyclopropylbenzoic acid